ClC1=NC(=NC(=N1)Cl)N1CCOCCN(CCOCC1)CCOC(C(=O)O)C 2-(2-(10-(4,6-Dichloro-1,3,5-triazin-2-yl)-1,7-dioxa-4,10-diazacyclododecane-4-yl)ethoxy)propionic acid